2,2,4-trimethyl-3-pentanone CC(C)(C(C(C)C)=O)C